C(C)(C)(C)C1=NN(C(=C1)NC(=O)C1=CSC=2CN(CCC21)C(=O)C2=CN=C1N2C=CC=C1)C1=CC=C(C=C1)F N-(3-(tert-butyl)-1-(4-fluorophenyl)-1H-pyrazol-5-yl)-6-(imidazo[1,2-a]pyridine-3-carbonyl)-4,5,6,7-tetrahydrothieno[2,3-c]pyridine-3-carboxamide